1-iodo-9,11-pentadecadiene ICCCCCCCCC=CC=CCCC